O1C(COCC1)COC1=C(C=C(C=C1)C=1C=C(C(NC1C(F)(F)F)=O)C(=O)N)C1CC1 5-(4-((1,4-Dioxacyclohexan-2-yl)methoxy)-3-cyclopropylphenyl)-2-oxo-6-(trifluoromethyl)-1,2-dihydropyridine-3-carboxamide